1-(5-(tert-Butyl)isoxazol-3-yl)-3-(2-(5-hydroxy-1H-indole-2-carbonyl)-1H-pyrrolo[2,3-c]pyridin-5-yl)urea C(C)(C)(C)C1=CC(=NO1)NC(=O)NC=1C=C2C(=CN1)NC(=C2)C(=O)C=2NC1=CC=C(C=C1C2)O